C1(CC1)CN1CC[C@]23CCN(CC[C@]2([C@H]1CC1=CC=C(C=C13)O)O)CCC1=NN(C(=C1)C(F)(F)F)C (5aS,6R,11bS)-14-(cyclopropylmethyl)-3-(2-(1-methyl-5-(trifluoromethyl)-1H-pyrazol-3-yl)ethyl)-2,3,4,5,6,7-hexahydro-6,11b-(epiminoethano)naphtho[1,2-d]azepine-5a,10(1H)-diol